N-(3-bromo-5-methylsulfonylphenyl)-4-(1H-pyrrol-2-ylmethyl)thiophene-2-carboxamide aluminum [Al].BrC=1C=C(C=C(C1)S(=O)(=O)C)NC(=O)C=1SC=C(C1)CC=1NC=CC1